N12CCN(C(CC1)CC2)C(=O)N2N=C(C1=C2CCOC1)N1N=CC(=C1)C(F)(F)F (1,4-diazabicyclo[3.2.2]nonan-4-yl)(3-(4-(trifluoromethyl)-1H-pyrazol-1-yl)-6,7-dihydropyrano[4,3-c]pyrazol-1(4H)-yl)methanone